C(C1=CC=CC=C1)OCCCCCCC#N 7-(benzyloxy)heptanenitrile